D-beta-methylaspartic acid CC([C@@H](N)C(=O)O)C(=O)O